4-(1,4-Diazepan-1-yl)-8-oxo-11-thia-1,3,5-triazatetracyclo[8.7.0.02,7.012,17]heptadeca-2(7),3,5,9,12,14,16-heptaene-9-carboxylic acid N1(CCNCCC1)C1=NC=2N3C4=CC=CC=C4SC3=C(C(C2C=N1)=O)C(=O)O